C1(=CC=C(C=C1)N1N=NC2=C(C1=O)C=CC=C2)C 3-(p-tolyl)benzo[d][1,2,3]Triazine-4(3H)-one